C(C)(C)(C)[Si](OC1CC(C1)(F)C1=CC(=NC=C1)OC1CC1)(C)C 4-(3-{[tert-butyl-(dimethyl)silyl]oxy}-1-fluorocyclobutyl)-2-(cyclopropyloxy)pyridine